CC1=CC(=NC=C1)C1=NC=CC(=C1)C(=O)O 4'-methyl-4-carboxybipyridyl